2,3-dimethyl-4-nitrobenzamide CC1=C(C(=O)N)C=CC(=C1C)[N+](=O)[O-]